NC1CCN(CC1)C1=NC(=C2N=CN(C2=N1)C(C)C)NCC1=C(C=CC=C1)N1N=C(C=C1)C1CCOCC1 2-(4-aminopiperidin-1-yl)-9-isopropyl-N-({2-[3-(oxan-4-yl)pyrazol-1-yl]phenyl}methyl)purin-6-amine